2-(3-(6-fluoro-[1,1'-biphenyl]-3-yl)-4-(4-sulfamoylbenzyl)-1H-pyrazol-1-yl)thiazole-4-carboxylic acid FC1=CC=C(C=C1C1=CC=CC=C1)C1=NN(C=C1CC1=CC=C(C=C1)S(N)(=O)=O)C=1SC=C(N1)C(=O)O